1-(1-Cyclohexylethyl)-1,3-dihydro-2H-benzo[d]Imidazol-2-one C1(CCCCC1)C(C)N1C(NC2=C1C=CC=C2)=O